3-methyl-5-bromoisobenzofuran CC=1OC=C2C=CC(=CC12)Br